1-(4-Chlorophenyl)-2-(4-(trifluoromethoxy)benzyl)-2,11-dihydroimidazo[1',5':1,2]pyrido[3,4-b]indol-4-ium chloride [Cl-].ClC1=CC=C(C=C1)C=1N(C=[N+]2C1C=1NC3=CC=CC=C3C1C=C2)CC2=CC=C(C=C2)OC(F)(F)F